NC=1N=NC(=CC1N1CC2CCC(C1)N2C2=NC=C(C=N2)C2CCN(CC2)C2CCN(CC2)C2=NOC(=C2)C(C(=O)O)C(C)C)C2=C(C=CC=C2)O 2-(3-(4-(2-(3-(3-amino-6-(2-hydroxyphenyl)pyridazin-4-yl)-3,8-diazabicyclo[3.2.1]octan-8-yl)pyrimidin-5-yl)-[1,4'-bipiperidin]-1'-yl)isoxazol-5-yl)-3-methylbutanoic acid